ClC=1C=NC=C(C1NC1=CC(OC2=C(C(=CC=C12)OC)OCCCCCCCN1CCC(CC1)C1=C2CN(C(C2=CC(=C1)F)=O)C1C(NC(CC1)=O)=O)=O)Cl 3-(4-(1-(7-((4-((3,5-Dichloropyridin-4-yl)amino)-7-methoxy-2-oxo-2H-chromen-8-yl)oxy)heptyl)piperidin-4-yl)-6-fluoro-1-oxoisoindolin-2-yl)piperidine-2,6-dione